FC1=CC(=C(C=C1)C=1C2=C(C(=NC1C=1C=NN(C1)C1(CCN(CC1)C(C=C)=O)CO)C=1C=C3CCN(CC3=CC1)C(=O)OC(C)(C)C)C=CS2)OC tert-butyl 6-[7-(4-fluoro-2-methoxy-phenyl)-6-[1-[4-(hydroxymethyl)-1-prop-2-enoyl-4-piperidyl]pyrazol-4-yl]thieno[3,2-c]pyridin-4-yl]-3,4-dihydro-1H-isoquinoline-2-carboxylate